lithium carbon monofluoride [C]F.[Li]